4-cyclopropyl-5-(2,2-difluoroethoxy)-6-methoxy-pyrimidin-2-amine C1(CC1)C1=NC(=NC(=C1OCC(F)F)OC)N